Ethyl (E)-3-(2-bromo-5-(3,6-dihydro-2H-pyran-4-yl)phenyl)acrylate BrC1=C(C=C(C=C1)C=1CCOCC1)/C=C/C(=O)OCC